N-ethyl-2-methyl-N-(2,2,2-trifluoro-1-(4-fluorophenyl)ethyl)pyrimidine-5-sulfonamide C(C)N(S(=O)(=O)C=1C=NC(=NC1)C)C(C(F)(F)F)C1=CC=C(C=C1)F